C(C1=CC=CC=C1)(C1=CC=CC=C1)N(C=1N(C(C(=C(N1)C(=O)NCCC(F)(F)F)O)=O)C)C 2-(benzhydryl(methyl)amino)-5-hydroxy-1-methyl-6-oxo-N-(3,3,3-trifluoropropyl)-1,6-dihydropyrimidine-4-carboxamide